(8-methyl-3-(3-methyl-1,2,4-thiadiazol-5-yl)-5,6-dihydro-[1,2,4]triazolo[4,3-a]pyrazin-7(8H)-yl)(2,3,4-trifluorophenyl)methanone CC1C=2N(CCN1C(=O)C1=C(C(=C(C=C1)F)F)F)C(=NN2)C2=NC(=NS2)C